NC(=N)NC(=N)N.OC=1C(=C(C(=C(C1[N+](=O)[O-])O)[N+](=O)[O-])Br)[N+](=O)[O-] 3,5-dihydroxy-2,4,6-trinitrobromobenzene biguanide salt